(S)-2-(2-(2-chloro-4-(trifluoromethoxy)phenoxy)acetyl)-8-(3-chloro-5-(trifluoromethyl)phenyl)-1,3,4,12a-tetrahydrobenzo[e]pyrazino[1,2-a][1,4]diazepine-6,12(2H,11H)-dione ClC1=C(OCC(=O)N2C[C@@H]3N(C(C4=C(NC3=O)C=CC(=C4)C4=CC(=CC(=C4)C(F)(F)F)Cl)=O)CC2)C=CC(=C1)OC(F)(F)F